1-Phenylsulfonylcyclohexanecarboxylic acid C1(=CC=CC=C1)S(=O)(=O)C1(CCCCC1)C(=O)O